(2R,3S)-2-methyl-3-(methylsulfonylamino)azetidine-1-carboxylic acid tert-butyl ester C(C)(C)(C)OC(=O)N1[C@@H]([C@H](C1)NS(=O)(=O)C)C